p-(2-hydroxyethoxy)benzoic Acid OCCOC1=CC=C(C(=O)O)C=C1